2-(2-methoxyethoxy)-5-((2-(1-(3,3,3-trifluoropropyl)-1H-pyrazol-5-yl)pyridin-3-yl)methoxy)isonicotinaldehyde COCCOC=1C=C(C=O)C(=CN1)OCC=1C(=NC=CC1)C1=CC=NN1CCC(F)(F)F